CC12CCCCC2CC(C1=C)O 7a-methyl-1-methyleneoctahydro-1H-inden-2-ol